C(C1=CC=CC=C1)OC1[C@H](OCC2=CC=CC=C2)[C@@H](OCC2=CC=CC=C2)[C@H](O)[C@H](O1)CO tri-O-benzyl-D-glucopyranose